ClC1=C(N=C(C(=N1)C(=O)O)NC1=CC=C(C=C1)N1CCOCC1)OCC 6-Chloro-5-ethoxy-3-(4-morpholinoanilino)pyrazine-2-carboxylic acid